(R)-3-(3-chloro-4-(1,4-dioxaspiro[4.5]decan-8-yl)phenyl)-2-methylpropan-1-ol ClC=1C=C(C=CC1C1CCC2(OCCO2)CC1)C[C@H](CO)C